C[Au](C)C trimethyl-gold (III)